(R)-N-(5-(5-isopropyl-1,2,4-oxadiazol-3-yl)-2,3-dihydro-1H-inden-1-yl)-2-methylisonicotinamide C(C)(C)C1=NC(=NO1)C=1C=C2CC[C@H](C2=CC1)NC(C1=CC(=NC=C1)C)=O